NC1=NC=2C=CC(=CC2C2=C1C=NN2C)C(=O)N(N(C)C(=O)C21CC(C2)(C1)F)CC1=NC=C(C=C1)C(F)(F)F 4-amino-N'-(3-fluorobicyclo[1.1.1]pentane-1-carbonyl)-N',1-dimethyl-N-((5-(trifluoromethyl)pyridin-2-yl)methyl)-1H-pyrazolo[4,3-c]quinoline-8-carbohydrazide